N-[[6-(pent-4-ynoylamino)-2-pyridyl]sulfonyl]pyridine-3-carboxamide C(CCC#C)(=O)NC1=CC=CC(=N1)S(=O)(=O)NC(=O)C=1C=NC=CC1